N-(2-((3-chloro-2-fluorophenylmethyl)amino)-2-oxoethyl)-2-(4-chloro-5-cyano-7H-pyrrolo[2,3-d]pyrimidin-7-yl)-N-isopropylacetamide ClC=1C(=C(C=CC1)CNC(CN(C(CN1C=C(C2=C1N=CN=C2Cl)C#N)=O)C(C)C)=O)F